CN1CC(C1)(C)[C@@](O)(C=1C=NC=C(C1)N1C[C@H](OCC1)COC)C1=CC=C(C=C1)C(C)C (R)-(1,3-dimethyl-azetidin-3-yl)-(4-isopropyl-phenyl)-[5-((S)-2-methoxymethyl-morpholin-4-yl)-pyridin-3-yl]-methanol